FC(CN1N=C(C(=C1)C1=NC=NC2=CC(=C(C=C12)NC(=O)[C@@]12COC[C@H]2C1)OC)C1=CC=CC=C1)F (1S,5S)-N-(4-(1-(2,2-difluoroethyl)-3-phenyl-1H-pyrazol-4-yl)-7-methoxyquinazolin-6-yl)-3-oxabicyclo[3.1.0]hexane-1-carboxamide